8-Methyl-2-(3-methyl-1-benzothiophen-2-yl)-5-[[(1S,3S)-3-methylcyclohexyl]oxy]quinoline CC=1C=CC(=C2C=CC(=NC12)C=1SC2=C(C1C)C=CC=C2)O[C@@H]2C[C@H](CCC2)C